(2S)-2-[[(3S,5R)-3,5-dimethylmorpholine-4-carbonyl]amino]-4-[2-(2-methylpyrimidin-5-yl)oxyethyl-[4-(5,6,7,8-tetrahydro-1,8-naphthyridin-2-yl)butyl]amino]butanoic acid C[C@@H]1N([C@@H](COC1)C)C(=O)N[C@H](C(=O)O)CCN(CCCCC1=NC=2NCCCC2C=C1)CCOC=1C=NC(=NC1)C